bis-(4-methoxy-benzyl)-amine COC1=CC=C(CNCC2=CC=C(C=C2)OC)C=C1